C(C1=CC=CC=C1)N1C[C@H]2N([C@@H](C1)C)CC(C2)N (4R,8aS)-2-benzyl-4-methyl-3,4,6,7,8,8a-hexahydro-1H-pyrrolo[1,2-a]pyrazin-7-amine